4-(1-butoxyvinyl)-1-isopropyl-8-(methylsulfinyl)-1H-pyrazolo[4,3-H]quinazoline C(CCC)OC(=C)C1=CC=2C=NC(=NC2C2=C1C=NN2C(C)C)S(=O)C